C(C1=CC=CC=C1)OC[C@]1(C[C@H](CC1)N(S(=O)(=O)C)CC1=CC=C(C=C1)OC)C(=O)OC methyl (1s,3s)-1-((benzyloxy)methyl)-3-(N-(4-methoxybenzyl)methylsulfonamido)cyclopentane-1-carboxylate